4-(N-toluenesulfonylacridine-9-carboxamido)butanoic acid C(C1=CC=CC=C1)S(=O)(=O)N(C(=O)C=1C2=CC=CC=C2N=C2C=CC=CC12)CCCC(=O)O